BrC1=CC=C(C=C1)C=1OC2=C(C(C1OCC1=CC=CC=C1)=O)C=CC=C2 2-(4-bromophenyl)-3-phenylmethoxy-4H-1-benzopyran-4-one